6-oxo-5-(trifluoromethyl)-1,6-dihydropyrazine-2,3-dicarbonitrile O=C1C(=NC(=C(N1)C#N)C#N)C(F)(F)F